C(CCC(CCCO)O)O 1,4,7-heptanetriol